CN1C(C(C2=CC=CC=C12)(CS(=O)(=O)N1C=CCC1)C)=O 1,3-dimethyl-3-(pyrroline-1-sulfonylmethyl)-2-oxo-indole